ClC=1C=C(C=CC1F)N1CC(CC1=O)C(=O)O 1-(3-chloro-4-fluorophenyl)-5-oxopyrrolidine-3-carboxylic acid